ClC1=C(C(=CC=C1)C)N1CCN(CC1)C(CN1C(=CC2=CC(=CC=C12)F)C(=O)O)=O (2-(4-(2-chloro-6-methylphenyl)piperazin-1-yl)-2-oxoethyl)-5-fluoro-1H-indole-2-carboxylic acid